(S)-3-(2-cyano-4,4-difluoropyrrolidin-1-yl)-3-oxo-N-phenylpropionamide C(#N)[C@H]1N(CC(C1)(F)F)C(CC(=O)NC1=CC=CC=C1)=O